carbon decene C=CCCCCCCCC.[C]